di(isotetradecyl) sebacate C(CCCCCCCCC(=O)OCCCCCCCCCCCC(C)C)(=O)OCCCCCCCCCCCC(C)C